NCC=1C=C(CNC2=CC=C(C=N2)C2=NC=3N(C(N(C(C3N2)=O)C2CC2)=O)CCC)C=CC1 8-(6-((3-(Aminomethyl)benzyl)amino)pyridin-3-yl)-1-cyclopropyl-3-propylxanthine